2,4,8,10-tetraoxa-3,9-diphosphaspIro[5.5]undecane C1OPOCC12COPOC2